Nonyl 6-(benzyloxy)hexanoate C(C1=CC=CC=C1)OCCCCCC(=O)OCCCCCCCCC